Cl.COC1=CC=C(CN2C(N3[C@@H](CNCC3)C2)=O)C=C1 (S)-2-(4-methoxybenzyl)hexahydroimidazo[1,5-a]pyrazin-3(2H)-one hydrochloride